C1(=CC=CC=C1)NS(N)(=O)=O N-phenylsulfuric diamide